N,N-dimethyl-6-((4-methyl-1-oxo-1,3-dihydroisobenzofuran-5-yl)methoxy)quinoline-4-carboxamide CN(C(=O)C1=CC=NC2=CC=C(C=C12)OCC=1C(=C2COC(C2=CC1)=O)C)C